6-methoxy-2-((1r,4r)-4-(N-methylacetamido)cyclohexyl)-2H-indazole-5-carboxylic acid COC=1C(=CC2=CN(N=C2C1)C1CCC(CC1)N(C(C)=O)C)C(=O)O